C(C)(C)(C)OC(=O)N1CCC(CC1)CNCC1=CC=C(C=C1)NC=1C(=NC(=CC1)C1=CC=CC=2OCCOC21)OC 4-({4-[6-(2,3-dihydro-benzo[1,4]dioxin-5-yl)-2-methoxy-pyridin-3-ylamino]-benzylamino}-methyl)-piperidine-1-carboxylic acid tert-butyl ester